3-[(cyclopentylamino)methyl]-1-[(4-fluorophenyl)methyl]-1H-indole-2-carboxylic acid C1(CCCC1)NCC1=C(N(C2=CC=CC=C12)CC1=CC=C(C=C1)F)C(=O)O